methyl 6-chloropyridine-3-carboxylate ClC1=CC=C(C=N1)C(=O)OC